N1(C=NC=C1)C=1C=C(C=NC1)C=1N=NN(C1)CC1=CC=C2C=C(NC2=C1)CNCC1CCC1 1-(6-((4-(5-(1H-imidazol-1-yl)pyridin-3-yl)-1H-1,2,3-triazol-1-yl)methyl)-1H-indol-2-yl)-N-(cyclobutylmethyl)methylamine